2-bromo-4-fluoro-1-(methylsulfonyl)benzene BrC1=C(C=CC(=C1)F)S(=O)(=O)C